C(=O)(OC(C)(C)C)N[C@@H](CO)C1=CC=CC=C1 N-Boc-D-alpha-phenylglycinol